C12COCC(CC1)N2CC=2N(C1=CC(=CC=C1C(C2)=O)C2=NC(=NC=C2F)N[C@H]2[C@@H](COCC2)O)C(C)C 2-((3-oxa-8-azabicyclo[3.2.1]octan-8-yl)methyl)-7-(5-fluoro-2-(((3S,4R)-3-hydroxytetrahydro-2H-pyran-4-yl)amino)pyrimidin-4-yl)-1-isopropylquinolin-4(1H)-one